FC=1C=2N(C=C(C1)C=1N=C3N(C(N1)=O)C=C(C=C3)N3C[C@H](N(CC3)C(=O)OC(C)(C)C)C)C=C(N2)C tert-butyl (R)-4-(2-(8-fluoro-2-methylimidazo[1,2-a]pyridin-6-yl)-4-oxo-4H-pyrido[1,2-a][1,3,5]triazin-7-yl)-2-methylpiperazine-1-carboxylate